O[C@@H]1C[C@H](N(C1)C([C@H](C(C)(C)C)NC(=O)C1CCN(CC1)C1=CC=C(C=C1)CC(=O)O)=O)C(N[C@@H](C)C1=CC=C(C=C1)C1=C(N=CS1)C)=O 2-(4-(4-(((S)-1-((2S,4R)-4-hydroxy-2-(((S)-1-(4-(4-methylthiazol-5-yl)phenyl)ethyl)carbamoyl)pyrrolidin-1-yl)-3,3-dimethyl-1-oxobutan-2-yl)carbamoyl)piperidin-1-yl)phenyl)acetic acid